2,6-bis(2-hydroxy-5-methylphenylmethyl)-4-methylphenol OC1=C(C=C(C=C1)C)CC1=C(C(=CC(=C1)C)CC1=C(C=CC(=C1)C)O)O